BrC1=C(C=C2C(N(C(N(C2=C1)CC1=CC=C(C=C1)OC)=O)C)(C(C)(F)F)C#CC1CC1)F 7-bromo-4-(cyclopropylethynyl)-4-(1,1-difluoroethyl)-6-fluoro-1-(4-methoxybenzyl)-3-methyl-3,4-dihydroquinazolin-2(1H)-one